methyl (R)-5-(3-cyclohexyl-2-methyl-7-(methylthio)-1,1-dioxido-5-phenyl-2,3,4,5-tetrahydrobenzo[f][1,2,5]thiadiazepin-8-yl)-3-methylthiophene-2-carboxylate C1(CCCCC1)[C@H]1N(S(C2=C(N(C1)C1=CC=CC=C1)C=C(C(=C2)C2=CC(=C(S2)C(=O)OC)C)SC)(=O)=O)C